Ethyldiethylene glycol (3-ethyl-3-oxetanylmethyl) ether C(C)C1(COC1)COC(COCCO)CC